BrC1=CC=CN2C(=C(C=C12)C#CC=O)CC(F)(F)F 3-[8-bromo-3-(2,2,2-trifluoroethyl)indolizine-2-yl]prop-2-ynal